F[C@@H]1CN(CC[C@H]1NC=1C=2C=C(N(C2C=CC1)CC(F)(F)F)C#CCNC1=C(C=C(C=C1)S(=O)(=O)C)OC)C N-[(3R,4R)-3-fluoro-1-methylpiperidin-4-yl]-2-{3-[(4-methanesulfonyl-2-methoxyphenyl)amino]prop-1-yn-1-yl}-1-(2,2,2-trifluoroethyl)-1H-indol-4-amine